C(C)(C)(C)OC(=O)N1C(CC2(OCCO2)CC1)C(=O)O 8-(tert-butoxycarbonyl)-1,4-dioxa-8-azaspiro[4.5]decane-7-carboxylic acid